N-((1H-benzo[d]imidazol-6-yl)methyl)-N-(3-methoxybenzyl)-4-methyl-5-(morpholinomethyl)thiazol-2-amine N1C=NC2=C1C=C(C=C2)CN(C=2SC(=C(N2)C)CN2CCOCC2)CC2=CC(=CC=C2)OC